C(CCCCC(C)C)C(C(=O)O)(OCC(=O)N)CCCCCC(C)C diisooctyl-diglycolamic acid